methyl-4-[(1-methylcyclopropyl)amino]-N-[1-(6-methylpyrimidin-4-yl)piperidin-4-yl]furo[2,3-d]pyrimidine-5-carboxamide CC=1N=C(C2=C(N1)OC=C2C(=O)NC2CCN(CC2)C2=NC=NC(=C2)C)NC2(CC2)C